BrC1=CC=C(C=C1)CCNC(=O)C12CC3(CC(CC(C1)C3)C2)C2=CC=C(C=C2)Cl 3-(4-Chloro-phenyl)-adamantane-1-carboxylic acid [2-(4-bromo-phenyl)-ethyl]-amide